1-Hydroxyl-3-ethylbenzoate OC1(C(=O)[O-])CC(=CC=C1)CC